N1C=CC=2C1=CN=C(C2)NC=2NC=1N(C(C2C2=CC=C(C=C2)OC)=O)N=C(C1C1=CC=CC=C1)C1=CC=CC=C1 5-(1H-pyrrolo[2,3-c]pyridin-5-ylamino)-6-(4-methoxyphenyl)-2,3-diphenylpyrazolo[1,5-a]pyrimidin-7(4H)-one